FC(OC1CCC(CC1)C=1N=CC2=C(N1)C(=CN=C2)C(F)(F)F)F ((1R,4R)-4-(difluoromethoxy)cyclohexyl)-8-(trifluoromethyl)pyrido[4,3-d]pyrimidine